S(=O)(=O)(C1=CC=C(C=C1)OC=1C=C(C=C(C1)C(C)C(C)=O)C(C)=O)C1=CC=C(C=C1)OC=1C=C(C=C(C1)C(C)C(C)=O)C(C)=O 5,5'-((sulfonylbis(4,1-phenylene))bis(oxy))bis(1,3-diacetylethylbenzene)